FCC(=O)C=1SC=CN1 fluorothiazolyl-ethanone